CN(C(OC(C)(C)C)=O)CCNC(C(=C)CN1C(C=2C=CC3=C(C2C1)C=C(C=C3)C3=NC=CC=C3)=O)=O tert-butyl N-methyl-N-[2-[2-[[3-oxo-8-(2-pyridyl)-1H-benzo[e]isoindol-2-yl]methyl]prop-2-enoylamino]ethyl]carbamate